COC1=C(C=C(C=C1)OC)[Si](CC)(CC)CC (2,5-Dimethoxyphenyl)triethylsilane